(3,5-dicyclohexyl-4-hydroxyphenyl)propionic acid C1(CCCCC1)C=1C=C(C=C(C1O)C1CCCCC1)C(C(=O)O)C